C(O)(O)=O.O water (carbonate)